3-(2-cyanocyclopropyl)-4-(6-(2,5-difluorophenyl)-6-(1-methyl-2-oxo-1,2-dihydropyridine-3-yl)hexa-1,3-diyn-1-yl)pyrazolo[1,5-a]pyridine-5-carboxamide C(#N)C1C(C1)C=1C=NN2C1C(=C(C=C2)C(=O)N)C#CC#CCC(C=2C(N(C=CC2)C)=O)C2=C(C=CC(=C2)F)F